(R)-N-(4-((2-(1,1-difluoroethyl)-6-methylpyrimidin-4-yl)amino)-5-((1-methoxypropan-2-yl)oxy)pyridin-2-yl)acetamide FC(C)(F)C1=NC(=CC(=N1)NC1=CC(=NC=C1O[C@@H](COC)C)NC(C)=O)C